OC1=NN=NN1CC1=CC=C(C=C1)C=C 5-hydroxy-1-(4-vinylbenzyl)-1H-tetrazole